ClC=1C=NN2C1C(=CC(=C2)C=2C=NN(C2C)C2CCN(CC2)C(=O)C2(CNC2)OC)OC (4-(4-(3-chloro-4-methoxypyrazolo[1,5-a]pyridin-6-yl)-5-methyl-1H-pyrazol-1-yl)piperidin-1-yl)(3-methoxyazetidin-3-yl)methanone